C1(CCCC1)C(=O)NCC1=NN=C(S1)C=1N(C2=CC=CC(=C2C1)N[C@H]1[C@H](CN(CC1)C(=O)OC(C)(C)C)F)CC(F)(F)F |r| (+/-)-tert-butyl (3S,4R)-4-((2-(5-(cyclopentanecarboxamidomethyl)-1,3,4-thiadiazol-2-yl)-1-(2,2,2-trifluoroethyl)-1H-indol-4-yl)amino)-3-fluoropiperidine-1-carboxylate